CC=1N=C2N(N=C(C=C2C)C=2N=NC3=CC(=CC(=C3C2)F)C2CCN(CC2)CC)C1 3-(2,8-dimethylimidazo[1,2-b]pyridazin-6-yl)-7-(1-ethylpiperidin-4-yl)-5-fluorocinnoline